5-(4-(1-(2-oxa-6-azaspiro[3.3]heptan-6-yl)ethyl)phenyl)-2-aminonicotinic acid methyl ester COC(C1=C(N=CC(=C1)C1=CC=C(C=C1)C(C)N1CC2(COC2)C1)N)=O